C(C)C1(COC1)OCC(CCCC)CC 3-ethyl-3-((2-ethylhexyl)oxy)oxetane